(2R,3S,4R,5R)-4-[[3-[2-methoxy-3-(trifluoromethyl)phenyl]-4,5-dimethyl-5-(trifluoromethyl)tetrahydrofuran-2-carbonyl]amino]pyridine-2-carboxamide COC1=C(C=CC=C1C(F)(F)F)[C@H]1[C@@H](O[C@]([C@@H]1C)(C(F)(F)F)C)C(=O)NC1=CC(=NC=C1)C(=O)N